ClC=1C(=CC(=C(C1)C=1N=CC(=NC1)N(C1CC(NC(C1)(C)C)(C)C)C)F)C=1C=NNC1 5-[5-chloro-2-fluoro-4-(1H-pyrazol-4-yl)phenyl]-N-methyl-N-(2,2,6,6-tetramethylpiperidin-4-yl)pyrazin-2-amin